ClC1=CC=C(C=2C(C3=CC=CC=C3OC12)=O)CC 4-chloro-ethyl-xanthone